tert-butyl N-[2-[2-[2-[2-[2-[2-(2-aminoethoxy)ethoxy]ethoxy]ethoxy]ethoxy]ethoxy]-ethyl]-N-methyl-carbamate NCCOCCOCCOCCOCCOCCOCCN(C(OC(C)(C)C)=O)C